methylpropyloxymagnesium C[Mg]OCCC